(R)-1-(4-cyano-2-fluorophenyl)ethyl-4-methylbenzenesulfonic acid C(#N)C1=CC(=C(C=C1)[C@@H](C)C1=C(C=CC(=C1)C)S(=O)(=O)O)F